4-(2-(4-(5-fluoro-1H-indol-3-yl)piperidin-1-yl)ethyl)-3-(1H-pyrrol-3-yl)aniline ethyl-7-chloro-4-hydroxy-2-naphthoate C(C)OC(=O)C1=CC2=CC(=CC=C2C(=C1)O)Cl.FC=1C=C2C(=CNC2=CC1)C1CCN(CC1)CCC1=C(C=C(N)C=C1)C1=CNC=C1